1-(4-pyridylacetyl)-4-(8-chloro-5,6-dihydro-11H-benzo[5,6]cyclohepta[1,2-b]pyridin-11-ylidene)piperidine N1=CC=C(C=C1)CC(=O)N1CCC(CC1)=C1C2=C(CCC=3C1=NC=CC3)C=C(C=C2)Cl